C1(=CC=CC=C1)C1=CC(=NC(=C1)C1=NC=CC=C1)C1=NC=CC=C1 4'-phenyl-2,2':6',2''-terpyridine